2-chloro-6-methyl-imidazo[1,5-a]pyrimidine ClC1=NC=2N(C=C1)C(=NC2)C